1-adamantylmethylamine C12(CC3CC(CC(C1)C3)C2)CN